imino(methyl)[(1r,4r)-4-[(7-methoxyquinolin-4-yl)oxy]cyclohexyl]-λ6-sulfanone N=S(=O)(C1CCC(CC1)OC1=CC=NC2=CC(=CC=C12)OC)C